FC1=C(C(=C(C(=C1[B-](C1=C(C(=C(C(=C1F)F)F)F)F)(C1=C(C(=C(C(=C1F)F)F)F)F)C1=C(C(=C(C(=C1F)F)F)F)F)F)F)F)F.C(CCCCCCCCCCCCCCCCC)[NH+](CCCCCCCCCCCCCCCCCC)CC(F)(F)F N,N-dioctadecyl-2,2,2-trifluoroethylammonium tetrakis(pentafluorophenyl)borate